2-fluoro-N-(6-(5-hydroxy-2-methylphenyl)benzo[d]thiazol-2-yl)cyclopropane-1-carboxamide 4-[4-[(E)-(1-oxophenalen-2-yl)methyliminomethyl]pyridin-1-ium-1-yl]butane-1-sulfonate O=C1C(=CC2=CC=CC3=CC=CC1=C23)C\N=C\C2=CC=[N+](C=C2)CCCCS(=O)(=O)[O-].FC2C(C2)C(=O)NC=2SC3=C(N2)C=CC(=C3)C3=C(C=CC(=C3)O)C